ClC1=CC2=C(C=N1)C(=NN2C2=C(C=C(C=C2)[N+](=O)[O-])OC)N(C(OC(C)(C)C)=O)CCN(C)C tert-Butyl (6-chloro-1-(2-methoxy-4-nitrophenyl)-1H-pyrazolo[4,3-c]pyridin-3-yl)(2-(dimethylamino)ethyl)carbamate